Methyl 4-(5-fluoro-1,3-benzoxazol-2-yl)cyclohexanecarboxylate FC=1C=CC2=C(N=C(O2)C2CCC(CC2)C(=O)OC)C1